(4-(4-cyclopropyl-1H-imidazol-1-yl)-5-methoxypyridin-2-yl)carbamic acid tert-butyl ester C(C)(C)(C)OC(NC1=NC=C(C(=C1)N1C=NC(=C1)C1CC1)OC)=O